C(C)(C)(C)C1=CC=C(OC=2C3=CC=CC=C3C(=C3C=CC=CC23)OC2=CC=C(C=C2)C(C)(C)C)C=C1 9,10-di(4-tert-butylphenoxy)anthracene